4-chloro-1-(triisopropylsilyl)pyrrolo[2,3-b]pyridine ClC1=C2C(=NC=C1)N(C=C2)[Si](C(C)C)(C(C)C)C(C)C